[C@H]12OC[C@H](N(C1)C1=CC=C3C(=N1)NC=C3C3=NC(=NC=C3C(F)(F)F)N[C@@H]3CNCCC3)C2 4-(6-((1R,4R)-2-oxa-5-azabicyclo[2.2.1]hept-5-yl)-1H-pyrrolo[2,3-b]pyridine-3-yl)-N-((S)-piperidin-3-yl)-5-(trifluoromethyl)pyrimidin-2-amine